tri-methyl-n-octyl-ammonium C[N+](CCCCCCCC)(C)C